FC(O[C@H]1CC[C@H](CC1)NC1=NN2C(C=N1)=C(C=C2)C2=CC=1C(=NC=CN1)N=C2)F N-(cis-4-(difluoromethoxy)cyclohexyl)-5-(pyrido[2,3-b]pyrazin-7-yl)pyrrolo[2,1-f][1,2,4]triazin-2-amine